C(CCC)OC(CC1CCN(CC1)C(=O)OCC1=CC=CC=C1)OCCCC benzyl 4-(2,2-dibutoxyethyl)piperidine-1-carboxylate